C(C)(C)(C)N1N=C(C=C1CC(=O)N)C1CC(C1)O[Si](C1=CC=CC=C1)(C1=CC=CC=C1)C(C)(C)C 2-tert-butyl-5-[(1s,3s)-3-[(tert-butyldiphenylsilyl)oxy]cyclobutyl]pyrazol-3-ylacetamide